C1(CC1)C1=NC=NC(=C1C1=NN2C(N(CCC2)CC2=CC(=C(C=C2)C=2N(C=C(N2)C(F)(F)F)CC)F)=C1)OC 2-(4-cyclopropyl-6-methoxypyrimidin-5-yl)-4-(4-(1-ethyl-4-(trifluoromethyl)-1H-imidazol-2-yl)-3-fluorobenzyl)-4,5,6,7-tetrahydropyrazolo[1,5-a]pyrimidine